4-(6-methoxynaphth-2-yl)-2,6-bis(4-aminophenyl)pyridine COC=1C=C2C=CC(=CC2=CC1)C1=CC(=NC(=C1)C1=CC=C(C=C1)N)C1=CC=C(C=C1)N